tert-Butyl (4S)-2-(4-fluoro-3,5-dimethylphenyl)-3-[3-(4-fluoro-1-methylindazol-5-yl)-2-oxoimidazol-1-yl]-4-methyl-6,7-dihydro-4H-pyrazolo[4,3-c]pyridine-5-carboxylate FC1=C(C=C(C=C1C)N1N=C2C([C@@H](N(CC2)C(=O)OC(C)(C)C)C)=C1N1C(N(C=C1)C=1C(=C2C=NN(C2=CC1)C)F)=O)C